ClC1=CC=C2C(=N1)N=C(O2)N2CCN(CC2)C(=O)C=2C=NC(=C(C2)F)OCC2(CC2)C (4-(5-chlorooxazolo[4,5-b]pyridin-2-yl)piperazin-1-yl)(5-fluoro-6-((1-methylcyclopropyl)methoxy)pyridin-3-yl)methanone